FC(C1=NN=C(O1)C1=CC(=C(C=C1)CN(C(=O)N1CCSCC1)C1=CC=C(C=C1)F)F)F N-[[4-[5-(difluoromethyl)-1,3,4-oxadiazol-2-yl]-2-fluoro-phenyl]methyl]-N-(4-fluorophenyl)thiomorpholine-4-carboxamide